3,5-Dichloro-4-((2-(hydroxymethyl)-1-oxo-1,2,3,4-tetrahydroisoquinolin-6-yl)oxy)benzene ClC=1C=CC=C(C1OC=1C=C2CCN(C(C2=CC1)=O)CO)Cl